BrC1=CC2=C(C=N1)N=CS2 6-bromo-[1,3]thiazolo[4,5-c]pyridine